C(C)C(C(=O)[O-])CCCC.C1(=CC=CC=C1)[Sn+](C1=CC=CC=C1)C1=CC=CC=C1 triphenyltin 2-ethylhexanoate